N-cyclopropyl-2-fluoro-5-(1-{imidazo[1,2-a]pyridin-3-yl}-1H-pyrazol-4-yl)-4-methylbenzamide C1(CC1)NC(C1=C(C=C(C(=C1)C=1C=NN(C1)C1=CN=C2N1C=CC=C2)C)F)=O